(2S)-{4-[(2-carboxyethyl)aminocarbonyl]thiazol-2-ylthio}N-{[4-(3,4-dichlorobenzyl)morpholin-2-yl]methyl}acetamide hydrochloride Cl.C(=O)(O)CCNC(=O)C=1N=C(SC1)SCC(=O)NC[C@H]1CN(CCO1)CC1=CC(=C(C=C1)Cl)Cl